CN1N=CC(=C1C1=CC=2N(C=C1)N=C(C2)NC(=O)C2CC2)OC[C@@H]2N(C[C@H]1C[C@@H]21)C N-[5-[2-methyl-4-[[(1S,4R,5R)-3-methyl-3-azabicyclo[3.1.0]hexan-4-yl]methoxy]pyrazol-3-yl]pyrazolo[1,5-a]pyridin-2-yl]cyclopropanecarboxamide